N-(6-(3-((2,4-dichlorophenyl)sulfonylamino)-2,6-difluorophenyl)quinazolin-2-yl)pivaloamide ClC1=C(C=CC(=C1)Cl)S(=O)(=O)NC=1C(=C(C(=CC1)F)C=1C=C2C=NC(=NC2=CC1)NC(C(C)(C)C)=O)F